N1=C(C=CC=C1)C1=NC=CC=C1.N1=C(C=CC=C1)C1=NC=CC=C1.N1=C(C=CC=C1)C1=NC=CC=C1.[Ru] ruthenium tris(bipyridine)